ethyl 3-(7-hydroxy-1-methyl-1H-benzo[d][1,2,3]triazol-5-yl)-3-(4-methyl-3-(((R)-4-methyl-1,1-dioxido-3,4-dihydro-2H-benzo[b][1,4,5]oxathiazepin-2-yl)methyl)phenyl)propanoate OC1=CC(=CC2=C1N(N=N2)C)C(CC(=O)OCC)C2=CC(=C(C=C2)C)CN2S(C1=C(O[C@@H](C2)C)C=CC=C1)(=O)=O